Cl.NC\C=C(\CN1N=NC2=C1C=C(C=C2C=2C=NC=C(C2)Cl)C#N)/F (Z)-1-(4-amino-2-fluorobut-2-en-1-yl)-4-(5-chloropyridin-3-yl)-1H-benzo[d][1,2,3]triazol-6-carbonitrile Hydrochloride